COC1=C(CC2NCCCC2)C=CC=C1 2-(2-methoxybenzyl)piperidine